N1=NN=CC=2C=C3C(C(C12)=O)=CC=CC=CC3=O triaza-cycloocta[b]naphthalene-6,12-dione